N-(15-methyl-3-(13-methyl-tetradecanoyloxy)-hexadecanoyl)glycine CC(CCCCCCCCCCCC(CC(=O)NCC(=O)O)OC(CCCCCCCCCCCC(C)C)=O)C